NCC(CN1N=CN(C1=O)C1=CC(=CC=C1)C1=CC=C(C=C1)N1CCNCC1)=C(F)F 2-[2-(aminomethyl)-3,3-difluoro-allyl]-4-[3-(4-piperazin-1-ylphenyl)phenyl]-1,2,4-triazol-3-one